3-bromo-5-chloro-2-(1H-pyrazol-1-yl)pyridine BrC=1C(=NC=C(C1)Cl)N1N=CC=C1